2-[6-(4-methoxy-3-methyl-phenyl)-2-oxo-3H-imidazo[4,5-b]pyridin-1-yl]-N-methyl-acetamide COC1=C(C=C(C=C1)C=1C=C2C(=NC1)NC(N2CC(=O)NC)=O)C